tert-butyl (4S)-3,3-difluoro-4-(piperazin-1-yl)piperidine-1-carboxylate FC1(CN(CC[C@@H]1N1CCNCC1)C(=O)OC(C)(C)C)F